5-(5-(3,5-dimethylisoxazol-4-yl)-1-(tetrahydro-2H-pyran-4-yl)-1H-benzo[d]imidazol-2-yl)-1-phenylpyrrolidin-2-one CC1=NOC(=C1C1=CC2=C(N(C(=N2)C2CCC(N2C2=CC=CC=C2)=O)C2CCOCC2)C=C1)C